tert-butyl (2S,5S)-9-cyano-7-fluoro-2,3-dihydro-2,5-methanobenzo[f][1,4]oxazepine-4(5H)-carboxylate C(#N)C1=CC(=CC=2[C@H]3N(C[C@@H](OC21)C3)C(=O)OC(C)(C)C)F